OC(=O)C(F)(F)F.FC1(CNCCC12COC1=C3CN(C(C3=CC=C12)=O)C1C(NC(CC1)=O)=O)F 3-(3',3'-Difluoro-6-Oxo-6,8-Dihydro-2H,7H-Spiro[Furo[2,3-e]Isoindole-3,4'-Piperidin]-7-Yl)Piperidine-2,6-Dione TFA Salt